(2R)-2-[[(9H-fluoren-9-ylmethoxy)carbonyl]amino]-4-methoxy-4-oxobutanoic acid C1=CC=CC=2C3=CC=CC=C3C(C12)COC(=O)N[C@@H](C(=O)O)CC(=O)OC